C(C1=CC=CC=C1)OC=1C2=C(C(=NC1C(=O)OC)NC(=S)NC(=O)OCC)C=NN2C2=CC=C(C=C2)Cl methyl 7-(benzyloxy)-1-(4-chlorophenyl)-4-(3-(ethoxycarbonyl)thioureido)-1H-pyrazolo[4,3-c]pyridine-6-carboxylate